2-(3-(2',5'-difluoro-[1,1'-biphenyl]-4-yl)-2-oxotetrahydropyrimidin-1(2H)-yl)-4-methylthiazole-5-sulfonamide FC1=C(C=C(C=C1)F)C1=CC=C(C=C1)N1C(N(CCC1)C=1SC(=C(N1)C)S(=O)(=O)N)=O